(2R,4R)-1-(3-chloro-2-fluorobenzoyl)-2-ethyl-4-((3-fluoro-6-((5-methyl-1H-pyrazol-3-yl)amino)-pyridin-2-yl)methyl)piperidine ClC=1C(=C(C(=O)N2[C@@H](C[C@@H](CC2)CC2=NC(=CC=C2F)NC2=NNC(=C2)C)CC)C=CC1)F